N1=CN=C(C2=C1NC=C2)N2CCSC(=C2)C2=CN=C(O2)C 5-(4-(7H-pyrrolo[2,3-d]pyrimidin-4-yl)-3,4-dihydro-2H-1,4-thiazin-6-yl)-2-methyloxazole